(1S,2S)-2-((2-methyl-6-(3-methyl-4-((6-(pyridin-4-yl)pyrazin-2-yl)amino)isoxazol-5-yl)pyridin-3-yl)carbamoyl)cyclohexane-1-carboxylic acid CC1=NC(=CC=C1NC(=O)[C@@H]1[C@H](CCCC1)C(=O)O)C1=C(C(=NO1)C)NC1=NC(=CN=C1)C1=CC=NC=C1